C1N(CCC2=CC=CC=C12)C1CCN(CC1)C1=NC=NC(=C1)NC1=C(C=CC=C1)N1CCOCC1 trans-4-(3,4-Dihydroisoquinolin-2(1H)-yl)-1-(6-((2-morpholinylphenyl)amino)pyrimidin-4-yl)piperidine